tert-Butyl 3-{[(chloromethoxy)carbonyl]oxy}propyl butanedioate C(CCC(=O)OCCCOC(=O)OCCl)(=O)OC(C)(C)C